CN1S(C=2N(C(C1)C(=O)O)C(C=C(C2C2=CC(=CC=C2)C(F)(F)F)CC2=CC=CC1=CC=CC=C21)=O)(=O)=O 2-Methyl-8-(naphthalen-1-ylmethyl)-6-oxo-9-(3-(trifluoromethyl)phenyl)-3,4-dihydro-2H,6H-pyrido[1,2-e][1,2,5]thiadiazine-4-carboxylic acid 1,1-dioxide